O=C(COC1=C(OC2=C1C=CC=C2)C(=O)O)C 3-(2-oxopropoxy)benzofuran-2-carboxylic acid